FC=1C=C(C=C(C1)F)[C@@H]1CC[C@H]2OC3(C(N21)=O)CC(C3)OC3=NC(=NN2C3=CC=C2)C (1r,3R,5'S,7a'R)-5'-(3,5-difluorophenyl)-3-[(2-methylpyrrolo[2,1-f][1,2,4]triazin-4-yl)oxy]tetrahydro-3'H-spiro[cyclobutane-1,2'-pyrrolo[2,1-b][1,3]oxazol]-3'-one